N,N-dibutyl-propionamide C(CCC)N(C(CC)=O)CCCC